(S)-2-(5-(3-cyanophenyl)isoindoline-2-carbonyl)pyrrolidine-1-carbonitrile C(#N)C=1C=C(C=CC1)C=1C=C2CN(CC2=CC1)C(=O)[C@H]1N(CCC1)C#N